(S)-4-methoxy-N-(1-phenylallyl)aniline COC1=CC=C(N[C@@H](C=C)C2=CC=CC=C2)C=C1